[C-]1(C=CC=C1)CCCC[N+]1=CC=C(C=C1)C1=CC=[N+](C=C1)C.[CH-]1C=CC=C1.[Fe+2] 1-(4-ferrocenylbutyl)-1'-methyl-4,4'-bipyridinium